ClC1=C(C=C(CN2C(=NC=3N(C(N(C(C23)=O)CCO)=O)C)C#CCOC2CCC2)C=C1)F 7-(4-chloro-3-fluorobenzyl)-8-(3-cyclobutoxy-prop-1-yn-1-yl)-1-(2-hydroxyethyl)-3-methyl-3,7-dihydro-1H-purine-2,6-dione